5-(((S)-1-((1-(2-(4-(4-chloro-1-(4-hydroxyphenyl)-2-phenylbut-1-en-1-yl)phenoxy)ethyl)piperidin-4-yl)methyl)piperidin-3-yl)amino)-2-(2,6-dioxopiperidin-3-yl)isoindoline-1,3-dione ClCCC(=C(C1=CC=C(C=C1)O)C1=CC=C(OCCN2CCC(CC2)CN2C[C@H](CCC2)NC=2C=C3C(N(C(C3=CC2)=O)C2C(NC(CC2)=O)=O)=O)C=C1)C1=CC=CC=C1